(2R,3S,4S,5S)-4-[[3-(3,4-difluoro-2-methoxy-phenyl)-4,5-dimethyl-tetrahydrofuran-2-carbonyl]amino]pyridine-2-carboxamide FC=1C(=C(C=CC1F)[C@H]1[C@@H](O[C@H]([C@H]1C)C)C(=O)NC1=CC(=NC=C1)C(=O)N)OC